FC1CC2C(NC1)C1=C(O2)C=C(C=C1)C(F)(F)F cis-3-fluoro-7-(trifluoromethyl)-1,2,3,4,4a,9b-hexahydrobenzofuro[3,2-b]pyridine